4-(3-Bromo-2,9-dimethyl-8,9-dihydro-7H-6-oxa-1,3a,4,9-tetraaza-cyclopenta[a]naphthalen-5-ylamino)-1-methyl-cyclohexanol BrC1=C(N=C2N1N=C(C=1OCCN(C21)C)NC2CCC(CC2)(O)C)C